FC=1C=C(C=CC1)NC(NC1=C(C(=O)N)C=CC(=C1)OC)=O 2-[3-(3-fluorophenyl)ureido]-4-methoxybenzamide